O1CCOC2=NC=C(C=C21)S(=O)(=O)Cl 3H-[1,4]dioxino[2,3-b]pyridine-7-sulfonyl chloride